CN1CCN(CC1)C1=C(C=C(C=C1)N1N=NC(=C1)C(NCCCN1CCOCC1)=O)NC(=O)C=1C(=NC(=CC1)S(=O)(=O)C)C(F)(F)F N-[2-(4-methylpiperazin-1-yl)-5-[4-(3-morpholinopropylcarbamoyl)triazol-1-yl]phenyl]-6-methylsulfonyl-2-(trifluoromethyl)pyridine-3-carboxamide